CC1(CC1)C=1N=CC=2N(C1)C(=CN2)C2=CC=CC(=N2)N[C@H]2CNCC2 (R)-6-(6-(1-methylcyclopropyl)imidazo[1,2-a]pyrazin-3-yl)-N-(pyrrolidin-3-yl)pyridin-2-amine